OC1(CCC1)C1=CN(C=2N=CC=3CN(CCC3C21)C(=O)OC(C)(C)C)S(=O)(=O)C2=CC=C(C)C=C2 tert-butyl 1-(1-hydroxy cyclobutyl)-3-tosyl-3,6,8,9-tetrahydro-7H-pyrrolo[2,3-c][2,7]naphthyridine-7-carboxylate